C(C)(C)C1=C(C=CC=C1)C=1N=CC2=C(N1)C(=CN2COCC[Si](C)(C)C)OC2=CC=C(C=C2)B2OC(C(O2)(C)C)(C)C 2-[[2-(2-isopropylphenyl)-7-[4-(4,4,5,5-tetramethyl-1,3,2-dioxaborolan-2-yl)phenoxy]pyrrolo[3,2-d]pyrimidin-5-yl]methoxy]ethyl-trimethyl-silane